(3R,4S)-3-cyclopropyl-1-[6-(5-methoxypyrimidin-2-yl)pyrrolo[1,2-b]pyridazin-4-yl]-4-methyl-2-oxopyrrolidine-3-carbonitrile C1(CC1)[C@]1(C(N(C[C@H]1C)C=1C=2N(N=CC1)C=C(C2)C2=NC=C(C=N2)OC)=O)C#N